carbonyl-bis(triphenylphosphine) rhodium chloride [Rh](Cl)(Cl)Cl.C(=O)(P(C1=CC=CC=C1)(C1=CC=CC=C1)C1=CC=CC=C1)P(C1=CC=CC=C1)(C1=CC=CC=C1)C1=CC=CC=C1